FC1=CC=C(C=C1)C(CN1C2=NC(=NC(=C2N=C1)NN=CC1=CC(=CC=C1)C)N1CCOCC1)=O 1-(4-fluorophenyl)-2-(6-(2-(3-methylbenzylidene)hydrazinyl)-2-morpholino-9H-purin-9-yl)ethane-1-on